C(C)C=1NC(=C(N1)C=1C=C(C=CC1)C)C1=CC=C2C=NNC2=C1 6-(2-Ethyl-4-(m-tolyl)-1H-imidazol-5-yl)-1H-indazole